COC(=O)C1=CC2=C(OCCO2)C=C1[N+](=O)[O-] C7-nitro-2,3-dihydrobenzo[b][1,4]dioxine-6-carboxylic acid methyl ester